NC(C(=O)OCC)CC1=C(C(=CC(=C1)Br)OC)OCC1=CC=CC=C1 ethyl 2-amino-3-(2-(benzyloxy)-5-bromo-3-methoxyphenyl)propionate